chloro-N-methyl-4,5,6,7-tetrahydrobenzothiophen-5-amine hydrochloride Cl.ClC=1SC2=C(C1)CC(CC2)NC